3-hydroxy-N-(1-(4-methoxyphenyl)-2-oxo-2-((4-(trimethylsilyl)phenyl)amino)ethyl)cyclohexanecarboxamide OC1CC(CCC1)C(=O)NC(C(NC1=CC=C(C=C1)[Si](C)(C)C)=O)C1=CC=C(C=C1)OC